C(CCCCCCCCCCCCC)OP(=O)([O-])[O-] Myristylphosphat